10-Methacryloyloxydecyldihydrogenphosphat C(C(=C)C)(=O)OCCCCCCCCCCOP(=O)(O)O